2-(2-butoxyethoxy)ethyl piperonylate C(C1=CC=2OCOC2C=C1)(=O)OCCOCCOCCCC